2,2-bis(4'-aminophenyl)cyclohexane NC1=CC=C(C=C1)C1(CCCCC1)C1=CC=C(C=C1)N